(S)-(5-bromo-4-fluoro-1-((3-fluoro-5-(trifluoromethyl)pyridin-2-yl)amino)-2,3-dihydro-1H-inden-1-yl)methanol BrC=1C(=C2CC[C@@](C2=CC1)(NC1=NC=C(C=C1F)C(F)(F)F)CO)F